Anti-L-Aspartate N[C@@H](CC(=O)[O-])C(=O)[O-]